4-[(5-tert-butylpyridin-3-yl)amino]-6-[(1H-indol-6-yl)amino]pyridine-2-carbonitrile C(C)(C)(C)C=1C=C(C=NC1)NC1=CC(=NC(=C1)NC1=CC=C2C=CNC2=C1)C#N